CC1=NC2=C(N1)C=CC=C2 2-methyl-1H-benzoimidazole